NCCC1=CC=C(C=C1)NC1COC1 N-(4-(2-aminoethyl)phenyl)oxetan-3-amine